BrCC#CC=1C=CC(=NC1)F 5-(3-bromoprop-1-ynyl)-2-fluoro-pyridine